FC(S(=O)(=O)OCC(C)(C)C#N)(F)F (2-cyano-2-methylpropyl) trifluoromethanesulfonate